2-{[8-(4-amino-3-fluorophenyl)-3-oxo-1H,2H,3H-benzo[e]isoindol-2-yl]methyl}prop-2-enamide NC1=C(C=C(C=C1)C=1C=CC2=C(C=3CN(C(C3C=C2)=O)CC(C(=O)N)=C)C1)F